1-(4-(aminomethyl)-1-oxo-1,2-dihydro-phthalazin-6-yl)-N-((5-(1-methyl-1H-pyrazol-5-yl)pyridin-2-yl)methyl)-N-(5,6,7,8-tetrahydroquinolin-8-yl)cyclopropane-1-carboxamide NCC1=NNC(C2=CC=C(C=C12)C1(CC1)C(=O)N(C1CCCC=2C=CC=NC12)CC1=NC=C(C=C1)C1=CC=NN1C)=O